C1(=CC(=CC=C1)C1=NNC=C1Br)C1=CC=CC=C1 3-([1,1'-biphenyl]-3-yl)-4-bromo-1H-pyrazole